methylenephenylethanol C=CC(O)C1=CC=CC=C1